manganese neodymium [Nd].[Mn]